CC1(OCCO1)C(C1=CC=CC=C1)Cl (2-methyl-1,3-dioxolan-2-yl)benzyl chloride